C1(=CC=CC=C1)OC(NC1=CC=C(C=C1)OC[C@@H]1CN([C@H](O1)C(F)(F)F)C1=CC(=C(C=C1)C#N)C(F)(F)F)=O phenyl(4-(((2R,5S)-3-(4-cyano-3-(trifluoromethyl)phenyl)-2-(trifluoromethyl)oxazolidin-5-yl)methoxy)phenyl)carbamate